2-((5-bromo-6-methylpyrimidin-4-yl)oxy)ethan-1-ol BrC=1C(=NC=NC1C)OCCO